C(C)(C)(C)OC(=O)N1CCC(CC1)C=1OC(=NN1)C1=CC=C(C=C1)C(NC)=O 4-{5-[4-(methylcarbamoyl)phenyl]-1,3,4-oxadiazol-2-yl}piperidine-1-carboxylic acid tert-butyl ester